tert-butyl 4-(3-amino-7-chloroisoquinolin-6-yl)piperidine-1-carboxylate NC=1N=CC2=CC(=C(C=C2C1)C1CCN(CC1)C(=O)OC(C)(C)C)Cl